C=CCCCCCCCCCCCCCCCC(C)C i-eicosene